methyl 3-[[7-benzyloxy-3-(3,6-dihydro-2H-pyran-4-yl)-4-(4-fluorophenyl)-2-quinolyl]oxy]cyclobutanecarboxylate C(C1=CC=CC=C1)OC1=CC=C2C(=C(C(=NC2=C1)OC1CC(C1)C(=O)OC)C=1CCOCC1)C1=CC=C(C=C1)F